1-acetyl-3,4-dimethylcyclohex-3-en-1-yl 2,2-diphenylacetate C1(=CC=CC=C1)C(C(=O)OC1(CC(=C(CC1)C)C)C(C)=O)C1=CC=CC=C1